5-Fluoro-2-((3S)-3-methoxy-6,8-dioxo-10-(trifluoromethyl)-3,4,7,8-tetrahydro-2H,6H-[1,4]thiazepino[2,3,4-ij]quinazolin-11-yl)benzonitrile FC=1C=CC(=C(C#N)C1)C1=C(C=C2C(NC(N3C2=C1SC[C@H](C3)OC)=O)=O)C(F)(F)F